1-(7-bromo-2,3-dihydro-4H-benzo[b][1,4]oxazin-4-yl)-2,2-dimethylpropan-1-one BrC=1C=CC2=C(OCCN2C(C(C)(C)C)=O)C1